2-((4-(6-((4-Cyano-2-fluorobenzyl)oxy)pyridin-2-yl)piperidin-1-yl)methyl)-4-(4-fluorophenoxy)-1-methyl-1H-benzo[d]imidazole C(#N)C1=CC(=C(COC2=CC=CC(=N2)C2CCN(CC2)CC2=NC3=C(N2C)C=CC=C3OC3=CC=C(C=C3)F)C=C1)F